C(C)OP(=O)(OCC)CCO 2-diethoxyphosphoryl-ethanol